2-(2-hydroxy-4-benzyloxyphenyl)-4,6-diphenyl-1,3,5-triazine OC1=C(C=CC(=C1)OCC1=CC=CC=C1)C1=NC(=NC(=N1)C1=CC=CC=C1)C1=CC=CC=C1